COC=1C=C(C=CC1OC)C1=NN=C(O1)CN1CCC2(CC1)OC1=CC=CC=C1C(C2)=O 1'-((5-(3,4-dimethoxyphenyl)-1,3,4-oxadiazol-2-yl)methyl)spiro[chromane-2,4'-piperidin]-4-one